S(C)(=O)(=O)O.FC=1C=C(C=CC1)COC1=CC=C(C=C1)CN[C@H](C(=O)N)C (S)-2-[[4-[(3-fluorophenyl)methoxy]phenyl]methyl]aminopropionamide mesylate